4-morpholinobut-2-yn-1-ol O1CCN(CC1)CC#CCO